C1(=CC(=CC=C1)C1=CC(=NC(=N1)C1=CC=CC=C1)C1=C(C=CC(=C1)Cl)C1=CC=C(C=C1)C#N)C1=CC=CC=C1 2'-(6-([1,1'-biphenyl]-3-yl)-2-phenylpyrimidin-4-yl)-4'-chloro-[1,1'-biphenyl]-4-carbonitrile